(2-chloro-3-methoxy-phenyl)-[rel-(3S,9aS)-3-(4,5-dichloro-2-pyridyl)-3,4,6,7,9,9a-hexahydro-1H-pyrazino[2,1-c][1,4]oxazin-8-yl]methanone ClC1=C(C=CC=C1OC)C(=O)N1C[C@H]2CO[C@@H](CN2CC1)C1=NC=C(C(=C1)Cl)Cl |o1:13,16|